Cl.BrC=1N=C2C(=NC1)NC=C2C=2CCNCC2 2-bromo-7-(1,2,3,6-tetrahydropyridin-4-yl)-5H-pyrrolo[2,3-b]pyrazine, hydrochloride